ClC1=CC=C2C(=N1)C(=CN2)NC2=NC1=C(N2)C=CC(=C1)C(=C)C N-(5-chloro-1H-pyrrolo[3,2-b]pyridin-3-yl)-5-(prop-1-en-2-yl)-1H-benzo[d]imidazole-2-amine